Cl.NC12CC(C1)(C2)NC(=O)C2=NC1=CC=C(C=C1C=C2)C(F)(F)F N-(1-amino-3-bicyclo[1.1.1]pentanyl)-6-(trifluoromethyl)quinoline-2-carboxamide HCl salt